6-tert-butyl-10-chloro-9-(3-methoxypropoxy)-2-oxo-6,7-dihydrobenzo[a]Quinolizine-3-carboxylic acid C(C)(C)(C)C1CC2=C(C3=CC(C(=CN13)C(=O)O)=O)C=C(C(=C2)OCCCOC)Cl